CC1=C(C=2N(C=C1C1=CC3=C(N(C(N3)=O)C3CCC(CC3)N(C)C)C=C1C(C)C)N=CN2)C 5-(7,8-dimethyl-[1,2,4]triazolo[1,5-a]pyridin-6-yl)-1-((1s,4s)-4-(dimethylamino)cyclohexyl)-6-isopropyl-1,3-dihydro-2H-benzo[d]imidazol-2-one